tert-butyl ((3S)-1-(3-methyl-5-(4-(1-(1-methylpyrrolidin-3-yl)piperidin-4-yl)phenyl)thiophene-2-carbonyl)pyrrolidin-3-yl)carbamate CC1=C(SC(=C1)C1=CC=C(C=C1)C1CCN(CC1)C1CN(CC1)C)C(=O)N1C[C@H](CC1)NC(OC(C)(C)C)=O